6-(1-benzyloxycyclopropyl)-5-(3,4-difluorophenyl)-1H-pyrazolo[4,3-g]Isoquinoline C(C1=CC=CC=C1)OC1(CC1)C=1N=CC2=CC3=C(C=C2C1C1=CC(=C(C=C1)F)F)C=NN3